NC1=C(C2=C(C(N1C1=C(C(=CC=C1C)O)C)=O)C(=C(S2)SC)C)C(=O)N (S)-6-amino-5-(3-hydroxy-2,6-dimethylphenyl)-3-methyl-2-(methylthio)-4-oxo-4,5-dihydrothieno[3,2-c]pyridine-7-carboxamide